CC1=CC=CC(=N1)OCC1=CC(NC=C1)=O 4-(((6-methylpyridin-2-yl)oxy)methyl)pyridin-2(1H)-one